(7R,14R)-1-(difluoromethoxy)-11-((1-(2-hydroxy-2-methylpropanoyl)azetidin-3-yl)ethynyl)-6-(methyl-d3)-6,7-dihydro-7,14-methanobenzo[f]benzo[4,5]imidazo[1,2-a][1,4]diazocin-5(14H)-one FC(OC1=CC=CC=2C(N([C@H]3C=4N([C@@H](C21)C3)C3=C(N4)C=CC(=C3)C#CC3CN(C3)C(C(C)(C)O)=O)C([2H])([2H])[2H])=O)F